methyl 2-(4-(1-amino-2-methyl-1-oxoprop-2-yl) phenyl)-2-methylpropionate NC(C(C)(C)C1=CC=C(C=C1)C(C(=O)OC)(C)C)=O